(4-phenoxyphenyl)(5-phenylisoxazol-3-yl)methanone O(C1=CC=CC=C1)C1=CC=C(C=C1)C(=O)C1=NOC(=C1)C1=CC=CC=C1